O=CCC1CCC(O1)OC(=O)N1CCCC1 [5-(2-oxoethyl)oxolan-2-yl]pyrrolidine-1-carboxylate